4-morpholino-2-(trifluoromethyl)benzoic acid O1CCN(CC1)C1=CC(=C(C(=O)O)C=C1)C(F)(F)F